(3-(9-carbazolyl)phenyl)lithium C1=CC=CC=2C3=CC=CC=C3N(C12)C=1C=C(C=CC1)[Li]